C12(CC3CC(CC(C1)C3)C2)N(CCCCCCCSC2=C3CN(C(C3=CC=C2)=O)C2C(NC(CC2)=O)=O)C 3-(4-((7-((adamantan-1-yl)(methyl)amino)heptyl)thio)-1-oxoisoindolin-2-yl)piperidine-2,6-dione